3-(6-(methylamino)pyridin-2-yl)prop-2-ynyl-carbamic acid tert-butyl ester C(C)(C)(C)OC(NCC#CC1=NC(=CC=C1)NC)=O